(S)-7-(2-Methyl-3-(4-(trifluoromethyl)phenyl)propyl)-2-thia-7-azaspiro[3.5]nonane 2,2-dioxide C[C@H](CN1CCC2(CS(C2)(=O)=O)CC1)CC1=CC=C(C=C1)C(F)(F)F